β-citryl-L-glutamic acid C(CC(=O)O)[C@@H](C(=O)O)NC(=O)C(CC(=O)O)(CC(=O)O)O